CC1=CC=CC=C1N=C(N)N=C(N)N o-tolylbiguanide